NC1=C2C(=NC=N1)N(N=C2C=2C=CC1=C(N=C(O1)N)C2)CC2CNCC2 5-(4-amino-1-(pyrrolidin-3-ylmethyl)-1H-pyrazolo[3,4-d]pyrimidin-3-yl)benzo[d]oxazol-2-amine